4-(7-(2-aminobenzo[d]-thiazol-4-yl)-6-chloro-8-fluoro-2-(((S)-1-methyl-pyrrolidin-2-yl)methoxy)-quinazolin-4-yl)-6,6-difluoro-1,4-diazepane-1-sulfonamide NC=1SC2=C(N1)C(=CC=C2)C2=C(C=C1C(=NC(=NC1=C2F)OC[C@H]2N(CCC2)C)N2CCN(CC(C2)(F)F)S(=O)(=O)N)Cl